5-Bromo-3-(4-((4-(5-chloro-2-(4-chloro-1H-1,2,3-triazol-1-yl)phenyl)-5-methoxy-2-oxopyridin-1(2H)-yl)methyl)-1H-1,2,3-triazol-1-yl)picolinonitrile BrC=1C=C(C(=NC1)C#N)N1N=NC(=C1)CN1C(C=C(C(=C1)OC)C1=C(C=CC(=C1)Cl)N1N=NC(=C1)Cl)=O